FC(OC=1C=C(C=CC1)N1C(N(C2=C1C=CC(=C2)C(=O)NCC=2C=NN(C2)CC)C(C)C)=O)F 1-(3-(difluoromethoxy)phenyl)-N-((1-ethyl-1H-pyrazol-4-yl)methyl)-3-isopropyl-2-oxo-2,3-dihydro-1H-benzo[d]imidazole-5-carboxamide